C(C)(C)(C)OC(=O)N1C(C2=CC=C(C=C2CC1C)\C=C\C(=O)OCC)C (E)-6-(3-ethoxy-3-oxoprop-1-en-1-yl)-1,3-dimethyl-3,4-dihydroisoquinoline-2(1H)-carboxylic acid tert-butyl ester